OC(C(=O)N1CCN(CC1)C1CCN(CC1)C)CC=1C=C2C=NNC2=C(C1)C 2-hydroxy-3-(7-methyl-1H-indazol-5-yl)-1-(4-(1-methylpiperidin-4-yl)piperazine-1-yl)propan-1-one